ClC1=NC=C(N=C1)C(=C)OCC 2-chloro-5-(1-ethoxyethenyl)pyrazine